(3-(6-(6-(dimethylamino)pyridazin-4-yl)pyrrolo[1,2-b]pyridazin-4-yl)-3,8-diazabicyclo[3.2.1]oct-8-yl)((1s,2r)-2-fluorocyclopropyl)methanone CN(C1=CC(=CN=N1)C=1C=C2N(N=CC=C2N2CC3CCC(C2)N3C(=O)[C@H]3[C@@H](C3)F)C1)C